COC=1C=2N(C=NC1C=C)N=CC2C(=O)OC Methyl 4-methoxy-5-vinylpyrazolo[1,5-c]pyrimidine-3-carboxylate